C1(CC1)C=1N(C=CN1)CC1=CC(C(=C(N1CC)C1=CC(=C(C=C1)Cl)Cl)C(=O)O)=O 6-[(2-cyclopropylimidazol-1-yl)methyl]-2-(3,4-dichlorophenyl)-1-ethyl-4-oxo-pyridine-3-carboxylic acid